C(C)C1=NC(=CC(=C1)C=1NC2=CC=C(C=C2C1C(C)C)C1CCN(CC1)C(=O)O)C 4-(2-(2-ethyl-6-methylpyridin-4-yl)-3-isopropyl-1H-indol-5-yl)piperidine-1-carboxylic acid